O=C1C(C(C2=CC=CC=C12)=O)=CC1=CC=C(O1)C1=CC=C(C=C1)S(=O)(=O)N 4-[5-[(1,3-Dihydro-1,3-dioxo-2H-inden-2-ylidene)methyl]-2-furanyl]benzenesulfonamide